FC1(C[C@@H]2[C@@H](CN(C2)C=2N=C3N(C(C2)=O)C=C(C=C3[C@H](C)NC3=C(C(=O)O)C=CC=C3)C)C1)F 2-(((S)-1-(2-((3aR,6aS)-5,5-difluorohexahydrocyclopenta[c]pyrrol-2(1H)-yl)-7-methyl-4-oxo-4H-pyrido[1,2-a]pyrimidin-9-yl)ethyl)amino)benzoic acid